2-methoxy-1-(4-(2-((6-(pyridin-4-yl)benzo[d]thiazol-2-yl)amino)pyridin-4-yl)piperazin-1-yl)ethanone COCC(=O)N1CCN(CC1)C1=CC(=NC=C1)NC=1SC2=C(N1)C=CC(=C2)C2=CC=NC=C2